ALLYL 2-ETHYLBUTYRATE C(C)C(C(=O)OCC=C)CC